4-((1-methyl-piperidine-4-carbonyl)oxy-butyl)tridecane-1,13-diol CN1CCC(CC1)C(=O)OCCCCC(CCCO)CCCCCCCCCO